C(#C)C1=CC=C(C=C1)[GeH3] (4-ethynylphenyl)germane